(5S,8S,10aR)-5-((tert-butoxycarbonyl)amino)-3-(5-methyl-1H-indazole-3-carbonyl)-6-oxodecahydropyrrolo[1,2-a][1,5]diazocine-8-carboxylic acid C(C)(C)(C)OC(=O)N[C@H]1CN(CC[C@@H]2N(C1=O)[C@@H](CC2)C(=O)O)C(=O)C2=NNC1=CC=C(C=C21)C